NC([C@H](C[C@H]1C(NC2=C(O1)C=NC=C2)=O)NC(OC(C)(C)C)=O)=O tert-butyl N-[(1S)-2-amino-2-oxo-1-[[(3S)-2-oxo-1H-pyrido[3,4-b][1,4]oxazin-3-yl]methyl]ethyl]carbamate